5-(4-cyanophenyl)-N-[(1-methyl-1H-pyrazol-4-yl)methyl]-[1,2,4]triazolo[1,5-a]pyridine-7-carboxamide C(#N)C1=CC=C(C=C1)C1=CC(=CC=2N1N=CN2)C(=O)NCC=2C=NN(C2)C